4-(cyanomethoxyl)benzoic acid methyl ester COC(C1=CC=C(C=C1)OCC#N)=O